NC1=C(C=CC=C1NCC=1OC(=CC1)C)N1CCN(CC1)C(=O)OC(C)(C)C Tert-Butyl 4-(2-Amino-3-((5-Methylfuran-2-Yl)Methylamino)Phenyl)Piperazine-1-Carboxylate